(R)-2-(3'-chloro-[1,1'-biphenyl]-3-yl)-2-hydroxyacetic acid ClC=1C=C(C=CC1)C1=CC(=CC=C1)[C@H](C(=O)O)O